BrCC1=C([C@@H](N=C(N1)C=1SC=CN1)C1=C(C(=CC=C1)F)C)C(=O)OC |o1:4| (S*)-Methyl 6-(bromomethyl)-4-(3-fluoro-2-methylphenyl)-2-(thiazol-2-yl)-1,4-dihydropyrimidine-5-carboxylate